C(C1=CC=CC=C1)OC[C@@H](C(=O)OC(C)(C)C)O (S)-tert-butyl 3-(benzyloxy)-2-hydroxypropanoate